3-fluoro-4-(1-methyl-6-oxo-1,6-dihydropyridazin-3-yl)benzene FC=1C=CC=CC1C1=NN(C(C=C1)=O)C